(S)-(4-(Difluoromethyl)-2-hydroxy-6-(isoquinolin-7-ylmethoxy)phenyl)(8-((tetrahydrofuran-3-yl)amino)-3,4-dihydroisoquinolin-2(1H)-yl)methanone FC(C1=CC(=C(C(=C1)OCC1=CC=C2C=CN=CC2=C1)C(=O)N1CC2=C(C=CC=C2CC1)N[C@@H]1COCC1)O)F